NC1=CC=C2C(C(NC2=C1)=O)=CC=1OC(=CC1)C1=CC(=CC=C1)C(=O)N1CCN(CCC1)C 6-amino-3-((5-(3-(4-methyl-1,4-diazepane-1-carbonyl)phenyl)furan-2-yl)methylene)indolin-2-one